FC=1C=C2C(=CNC2=CC1F)NS(=O)(=O)C1=CC2=C(S1)CCCC2 N-(5,6-difluoro-1H-indol-3-yl)-4,5,6,7-tetrahydrobenzo[b]thiophene-2-sulfonamide